1-(2-chloroethyl)-4-methoxybenzene ClCCC1=CC=C(C=C1)OC